CC1=NN(C2=CC(=CC=C12)[N+](=O)[O-])C(=O)OC(C)(C)C tert-Butyl 3-methyl-6-nitro-1H-indazole-1-carboxylate